C(C)(C)(C)OC(=O)N(C1=C(SC=C1)C(=O)O)C=1SC(=C(N1)C1=CC(=C(C=C1)Cl)Cl)CC(C)C 3-(tert-Butoxycarbonyl-(4-(3,4-dichlorophenyl)-5-isobutylthiazol-2-yl)amino)thiophene-2-carboxylic acid